C(C)(=O)[O-].C(CCC)[NH+]1CCCC1 Butylpyrrolidinium acetat